5,5-dimethyl-1-((2-((1-(methylsulfonyl)pyrrolidin-3-yl)amino)pyridin-4-yl)methyl)-3-(4-(1-(trifluoromethyl)cyclopropyl)phenyl)imidazolidine-2,4-dione CC1(C(N(C(N1CC1=CC(=NC=C1)NC1CN(CC1)S(=O)(=O)C)=O)C1=CC=C(C=C1)C1(CC1)C(F)(F)F)=O)C